4-[(3-Iodo-7-morpholino-1,6-naphthyridin-5-yl)oxy]cyclohexanamine IC=1C=NC2=CC(=NC(=C2C1)OC1CCC(CC1)N)N1CCOCC1